NC1=NC(=CC(=N1)NCCCC)CC1=NC=C(C=C1)CN1CCCC1 2-Amino-4-(butylamino)-6-((5-(pyrrolidin-1-ylmethyl)pyridin-2-yl)methyl)pyrimidine